2-(difluoromethyl)imidazo[1,2-b]pyridazin-6-amine hydrochloride Cl.FC(C=1N=C2N(N=C(C=C2)N)C1)F